COC(=O)C1=CC2=C(C(=C(CCC2)C2CCC(CC2)(C)C)OC(C)=O)C=C1.CC=1OC(=CC1C(=O)NC1=NC(=NS1)CC(C)=O)C1=CC(=CC=C1)[N+](=O)[O-] 2-methyl-5-(3-nitrophenyl)-N-(3-(2-oxopropyl)-1,2,4-thiadiazol-5-yl)furan-3-carboxamide methyl-9-acetoxy-8-(4,4-dimethylcyclohexyl)-6,7-dihydro-5H-benzo[7]annulene-3-carboxylate